tert-butyl(1-([1,1'-biphenyl]-4-yl)cyclopropyl)carbamate C(C)(C)(C)OC(NC1(CC1)C1=CC=C(C=C1)C1=CC=CC=C1)=O